ClC=1C=NC(=NC1)N1CCC(CC1)N(C(OC(C)(C)C)=O)C tert-butyl (1-(5-chloropyrimidin-2-yl)piperidin-4-yl)(methyl)carbamate